4,6,8,10-tetramethyltridecyl methoxymethyl ether COCOCCCC(CC(CC(CC(CCC)C)C)C)C